(S)-8-(2-amino-6-((R)-2,2,2-trifluoro-1-(4'-isopropoxy-[1,1'-biphenyl]-4-yl)ethoxy)pyrimidin-4-yl)-2,8-diazaspiro[4.5]decane-3-carboxylic acid NC1=NC(=CC(=N1)N1CCC2(C[C@H](NC2)C(=O)O)CC1)O[C@@H](C(F)(F)F)C1=CC=C(C=C1)C1=CC=C(C=C1)OC(C)C